C(C)C1=NC(=CC=C1C1=C(C2=C(N=CN=C2N)N1C)C1=CC(=C(C=C1)OC1=NC=CC(=N1)C)F)C#C 6-(2-ethyl-6-ethynylpyridin-3-yl)-5-(3-fluoro-4-((4-methylpyrimidin-2-yl)oxy)phenyl)-7-methyl-7H-pyrrolo[2,3-d]pyrimidin-4-amine